FC1=CC=C(C=C1)C1=C(NC2=CC=CC=C12)C(=O)NC[C@@H](C(CCNC(OC(C)(C)C)=O)O)NC(OC(C)(C)C)=O di-tert-butyl ((4S)-5-(3-(4-fluorophenyl)-1H-indole-2-carboxamido)-3-hydroxypentane-1,4-diyl)dicarbamate